2,3,6-tri-O-acetyl-beta-D-galactopyranose C(C)(=O)O[C@H]1[C@H](O)O[C@@H]([C@@H]([C@@H]1OC(C)=O)O)COC(C)=O